N-((2'-(1H-tetrazol-5-yl)-[1,1'-biphenyl]-4-yl)methyl)-N-pentanoyl-L-valine methyl ester COC([C@@H](N(C(CCCC)=O)CC1=CC=C(C=C1)C1=C(C=CC=C1)C1=NN=NN1)C(C)C)=O